BrC1=C(C=C(C(=O)N2CC=3N(CC2)C(N(C3C(=O)NCC3=C(C=CC=C3)C=3N=NC=CC3)C3=CC=C(C=C3)OC3CC3)=O)C=C1)C#N 7-(4-bromo-3-cyano-benzoyl)-2-[4-(cyclopropoxy)phenyl]-3-oxo-N-[(2-pyridazin-3-ylphenyl)methyl]-6,8-dihydro-5H-imidazo[1,5-a]pyrazine-1-carboxamide